C1N(CC12CCC2)C2=CC(=C(C(=O)N1COC3=C(C1)C=CC=C3C3=CC(=C(C(=O)O)C=C3F)N3C1COCC3CC1)C(=C2)Cl)Cl 4-[3-[4-(2-Azaspiro[3.3]heptan-2-yl)-2,6-dichlorobenzoyl]-2,4-dihydro-1,3-benzoxazin-8-yl]-5-fluoro-2-(3-oxa-8-azabicyclo[3.2.1]octan-8-yl)benzoic acid